C(#N)C1=CC=C(OCCC(=O)NC=2C=NN(C2)CC(=O)N(CCOC2=CC=C(C=C2)C)C)C=C1 3-(4-cyanophenoxy)-N-(1-(2-(methyl(2-(p-tolyloxy)ethyl)amino)-2-oxoethyl)-1H-pyrazol-4-yl)propanamide